C(C1=CC=CC=C1)OC1=C(C(=O)N(C)C)C=CC(=C1)N(C(C(F)(F)F)=O)CC1=NC=C(C=C1)C1CCCCC1 2-(benzyloxy)-4-(N-((5-cyclohexylpyridin-2-yl)methyl)-2,2,2-trifluoroacetamido)-N,N-dimethylbenzamide